2-isopropyl-N-methylpyrimidine-5-carboxamide C(C)(C)C1=NC=C(C=N1)C(=O)NC